BrC1=CC=C(C=C1)C(O)C1=CC(=C(C=C1)OCCC1=CC=CC=C1)OC (4-bromophenyl)(3-methoxy-4-phenethyloxyphenyl)methanol